COC=1C=C2C=C(C=NC2=C(C1)C1=CC=C(C=C1)C(F)(F)F)C(=O)N[C@H](COC)C 6-methoxy-N-[(1S)-2-methoxy-1-methyl-ethyl]-8-[4-(trifluoromethyl)phenyl]quinoline-3-carboxamide